BrC1=NC=C(C(=N1)Br)Br 2,4,5-tribromopyrimidine